(2S,3S)-Methyl 2-amino-3-methylpentanoate N[C@H](C(=O)OC)[C@H](CC)C